C(C1=CC=CC=C1)NC1=C2C(=NC=C1C(=O)N1CCCCC1)N(C=C2)C2=CC=C(C=C2)OC (4-(benzylamino)-1-(4-methoxyphenyl)-1H-pyrrolo[2,3-b]pyridin-5-yl)(piperidin-1-yl)methanone